2-(5-((3-((tert-butyldimethylsilyl)oxy)cyclopentyl)oxy)-1,3,4-thiadiazol-2-yl)-1-(2'-chloro-5'-methoxy-6-methyl-(4,4'-bipyridine)-3-yl)ethan-1-one [Si](C)(C)(C(C)(C)C)OC1CC(CC1)OC1=NN=C(S1)CC(=O)C=1C=NC(=CC1C1=CC(=NC=C1OC)Cl)C